(3-chloro-2-methylphenylamino)-2-(difluoromethyl)pyrido[3,2-d]pyrimidine-7-carbaldehyde ClC=1C(=C(C=CC1)NC=1C2=C(N=C(N1)C(F)F)C=C(C=N2)C=O)C